C12(NC(C3=CC=CC=C13)=O)CC2 spiro[cyclopropan-1,1'-isoindolin]-3'-one